C(C)[C@]1(OCC=2C=NC(=CC21)C(=O)O)C (R)-1-ethyl-1-methyl-1,3-dihydrofuro[3,4-c]pyridine-6-carboxylic acid